3-nitro-N-(1-(3-nitrobenzyl)piperidin-4-yl)benzamide [N+](=O)([O-])C=1C=C(C(=O)NC2CCN(CC2)CC2=CC(=CC=C2)[N+](=O)[O-])C=CC1